5-(((2,3-dihydro-1H-inden-2-yl)oxy)difluoromethyl)-6-(naphthalen-2-yl)imidazo[2,1-b]oxazole C1C(CC2=CC=CC=C12)OC(C1=C(N=C2OC=CN21)C2=CC1=CC=CC=C1C=C2)(F)F